(2-bromobenzyl)-4-(3-(pyridin-4-ylmethyl)ureido)benzenesulfonamide BrC1=C(CC2=C(C=CC(=C2)NC(=O)NCC2=CC=NC=C2)S(=O)(=O)N)C=CC=C1